ClC1=NC(=CC(=C1)C=1C=C(C=CC1C)NC(=O)C=1N=NC=C(C1)C(F)(F)F)Cl N-(3-(2,6-dichloropyridin-4-yl)-4-methylphenyl)-5-(trifluoromethyl)pyridazine-3-carboxamide